2-amino-2-methyl-3-(3-(trifluoromethyl)phenyl)butanoic acid NC(C(=O)O)(C(C)C1=CC(=CC=C1)C(F)(F)F)C